1-(2,3-dichlorophenyl)piperazine methyl-(4E)-N-[(2S)-2-(tert-butoxycarbonylamino)propanoyl]morpholine-4-carboximidothioate CSC(=NC([C@H](C)NC(=O)OC(C)(C)C)=O)N1CCOCC1.ClC1=C(C=CC=C1Cl)N1CCNCC1